(cyclopropylsulfinyl)benzene C1(CC1)S(=O)C1=CC=CC=C1